(2S,5S)-4-Oxo-5-((S)-2-phenyl-2-phenylacetylamino-acetylamino)-1,2,4,5,6,7-hexahydro-azepino[3,2,1-hi]indole-2-carboxylic acid (1H-[1,2,3]triazol-4-ylmethyl)-amide N1N=NC(=C1)CNC(=O)[C@H]1N2C3=C(C=CC=C3C1)CC[C@@H](C2=O)N(C(C)=O)NC(C(C2=CC=CC=C2)C2=CC=CC=C2)=O